FC(C(=O)NNC(\C=C/N1N=C(N=C1)C1=CC(=CC(=C1)C(F)(F)F)S(F)(F)(F)(F)F)=O)(C)C (Z)-N'-(2-Fluoro-2-methylpropanoyl)-3-(3-(3-(pentafluoro-sulfanyl)-5-(trifluoromethyl)phenyl)-1H-1,2,4-triazol-1-yl)acrylhydrazid